NC1C(C(CC12CC2)C(=O)OC(C)(C)C)CC2=CC(=CC=C2)Br tert-butyl 7-amino-6-(3-bromobenzyl)spiro[2.4]heptane-5-carboxylate